BrC=1C=CC(=C2C=CC(=NC12)NCC1=C(C=C(C=C1)OC)OC)F 8-bromo-N-(2,4-dimethoxybenzyl)-5-fluoroquinolin-2-amine